CN1CCN(CC1)C1CCN(CC1)C=1C=CC=C(C#N)C1 5-(4-(4-methylpiperazin-1-yl)piperidin-1-yl)benzonitrile